F[C@@H]1CN(C[C@@H]1NC)C1=CC=C(C=C1)N1C=NC(=C1)NC=1N=CC(=NC1)C#N 5-((1-(4-((3R,4S)-3-Fluoro-4-(methylamino)pyrrolidin-1-yl)phenyl)-1H-imidazol-4-yl)amino)pyrazine-2-carbonitrile